benzyl-methyl-hydroxyphenylsulfonium hexafluorophosphate F[P-](F)(F)(F)(F)F.C(C1=CC=CC=C1)C1=C(C=CC=C1)[S+](O)C